ClC=1C=C2C(=NC(=NC2=C(C1C1=C(C=CC=C1O)F)F)OCC1=NC=CC=C1)N1CCN(CC1)C(C=C)=O 1-(4-(6-chloro-8-fluoro-7-(2-fluoro-6-hydroxyphenyl)-2-(pyridin-2-ylmethoxy)quinazolin-4-yl)piperazin-1-yl)prop-2-en-1-one